2-Hydroxypropyl Maleate C(\C=C/C(=O)[O-])(=O)OCC(C)O